C(C)(=O)N1CCC(CC1)C1=NC(=CC=C1NC(C)C=1C=2C3=C(N(C(C2C=C(C1)C)=O)C)N(N=C3)CC)Cl 9-[1-[[2-(1-acetyl-4-piperidinyl)-6-chloro-3-pyridinyl]amino]ethyl]-3-ethyl-4,7-dimethyl-pyrazolo[3,4-c]isoquinolin-5-one